N-((4S,5S)-3-(((S)-2-cyano-5-oxopyrrolidin-1-yl)methyl)-7-ethyl-4-(4-fluorophenyl)-6-oxo-1-phenyl-4,5,6,7-tetrahydro-1H-pyrazolo[3,4-b]pyridin-5-yl)-3-(trifluoromethyl)benzamide C(#N)[C@H]1N(C(CC1)=O)CC1=NN(C=2N(C([C@H]([C@H](C21)C2=CC=C(C=C2)F)NC(C2=CC(=CC=C2)C(F)(F)F)=O)=O)CC)C2=CC=CC=C2